N-(6-((4-(aminomethyl)-1H-pyrazol-1-yl)methyl)-4-methoxybenzo[d]isoxazol-3-yl)-6-methoxy-2,3-dihydro-1H-indene-5-sulfonamide hydrochloride Cl.NCC=1C=NN(C1)CC1=CC2=C(C(=NO2)NS(=O)(=O)C=2C=C3CCCC3=CC2OC)C(=C1)OC